C(C)C(C(=O)OCCCCCCCCCCCCCCCC)CCCC cetyl alcohol (2-ethylhexanoate)